ethyl 5-((2-cyclopropylpyridin-3-yl)methoxy)-2-methylbenzofuran-3-carboxylate C1(CC1)C1=NC=CC=C1COC=1C=CC2=C(C(=C(O2)C)C(=O)OCC)C1